(4-((2-chloro-5-fluoropyridin-4-yl)oxy)-3-fluorophenyl)-4-(2,6-difluorobenzyl)-2,4-dihydro-3H-1,2,4-triazol-3-one ClC1=NC=C(C(=C1)OC1=C(C=C(C=C1)N1N=CN(C1=O)CC1=C(C=CC=C1F)F)F)F